[Cl-].[Cl-].[Ti+2].ClC1=C(OC2=C(C=CC2)C(C)(C)C)C(=CC=C1)Cl 2,6-dichlorophenoxy(2-tert-butylcyclopentadiene) titanium dichloride